3-pentyl-phosphonous acid CCC(CC)P(O)O